ClC=1C(=CC=2C(=C3C(=NC2C1)C1=CC2=C(C(N1C3)=O)COC(C2(O)CC)=O)CNC(OCC2C3=CC=CC=C3C=3C=CC=CC23)=O)C (9H-fluoren-9-yl)methyl N-(S)-((8-chloro-4-ethyl-4-hydroxy-9-methyl-3,14-dioxo-3,4,12,14-tetrahydro-1H-pyrano[3',4':6,7]indolizino[1,2-b]quinolin-11-yl)methyl)carbamate